2-[4-[4-[[(3S)-2,6-dioxo-3-piperidinyl]amino]phenyl]-1-piperidinyl]acetic acid O=C1NC(CC[C@@H]1NC1=CC=C(C=C1)C1CCN(CC1)CC(=O)O)=O